(4-bromophenyl)-2H-1,2,3-triazole BrC1=CC=C(C=C1)N1N=CC=N1